1-isopropyl-3,5-dimethyl-4-(4,4,5,5-tetramethyl-1,3,2-dioxaborolan-2-yl)pyrazole C(C)(C)N1N=C(C(=C1C)B1OC(C(O1)(C)C)(C)C)C